6-Phenyl-N-(quinolin-8-yl)-3-((trimethylsilyl)methyl)hexanamide C1(=CC=CC=C1)CCCC(CC(=O)NC=1C=CC=C2C=CC=NC12)C[Si](C)(C)C